4-fluoro-N-[(1r,3s)-3-[[2-(trifluoromethyl)-quinazolin-4-yl]amino]cyclohexyl]benzamide FC1=CC=C(C(=O)N[C@H]2C[C@H](CCC2)NC2=NC(=NC3=CC=CC=C23)C(F)(F)F)C=C1